4-tetradecylaniline C(CCCCCCCCCCCCC)C1=CC=C(N)C=C1